CC(=C)C(=C)C(C)C 2-Methyl-3-isopropyl-1,3-Butadien